6-methyl-3-(2-methyl-oxiran-2-yl)-7-oxabicyclo[4.1.0]heptane CC12CCC(CC2O1)C1(OC1)C